3-(((5-(2-chloro-3-fluorophenyl)-1,1-dioxo-4H-benzo[e][1,2,4]thiadiazin-3-yl)amino)methyl)-1-methylpyridin-2(1H)-one ClC1=C(C=CC=C1F)C1=CC=CC2=C1NC(=NS2(=O)=O)NCC=2C(N(C=CC2)C)=O